((1-(azetidine-1-carbonyl)piperidin-4-yl)methoxy)-5-(isoindolin-2-ylmethyl)benzenesulfonamide N1(CCC1)C(=O)N1CCC(CC1)COC1=C(C=C(C=C1)CN1CC2=CC=CC=C2C1)S(=O)(=O)N